5-amino-1-methyl-5,6,7,8-tetrahydroquinolin-2(1H)-one NC1C=2C=CC(N(C2CCC1)C)=O